tri(2-(diphenylphosphino)ethyl)phosphine C1(=CC=CC=C1)P(CCP(CCP(C1=CC=CC=C1)C1=CC=CC=C1)CCP(C1=CC=CC=C1)C1=CC=CC=C1)C1=CC=CC=C1